tri(n-butoxyethyl) phosphate P(=O)(OCCOCCCC)(OCCOCCCC)OCCOCCCC